3-cyclohexyl-2-(cyclohexylamino)-1-methylimidazolin-4-one C1(CCCCC1)N1C(N(CC1=O)C)NC1CCCCC1